NC1=NC=CC(=C1)C=1OC=C(N1)C(=O)NC=1C(=CC2=C(CC(O2)(C)C)C1)C=1C=NC=NC1 2-(2-Aminopyridin-4-yl)-N-(2,2-dimethyl-6-(pyrimidin-5-yl)-2,3-dihydrobenzofuran-5-yl)oxazole-4-carboxamide